CN1C=CC2=CC=C(C=C12)NC1=NC=NC2=CC(=C(C=C12)NC(C=C)=O)OCCN1CCOCC1 N-(4-((1-methyl-1H-indol-6-yl)amino)-7-(2-morpholinoethoxy)quinazolin-6-yl)acrylamide